ethyl 2-[2-(2-{[(tert-butoxy)carbonyl]amino}ethoxy)ethoxy]acetate C(C)(C)(C)OC(=O)NCCOCCOCC(=O)OCC